2-[1-[5-bromo-2-[5-(morpholine-4-carbonyl)-2-pyridyl]-1,2,4-triazol-3-yl]ethyl]isoindoline-1,3-dione BrC=1N=C(N(N1)C1=NC=C(C=C1)C(=O)N1CCOCC1)C(C)N1C(C2=CC=CC=C2C1=O)=O